NC1=NNC(=N1)C(=O)N1CCOCCC1 (3-amino-1H-1,2,4-triazol-5-yl)(1,4-oxazepan-4-yl)methanone